COC1=C(C=CC=C1)C(CC#N)=O 3-(2-methoxyphenyl)-3-oxo-propanenitrile